R-(+)-t-butylsulfinamide C(C)(C)(C)[S@@](=O)N